(1-(2-((1-methyl-1H-pyrazol-4-yl)amino)pyrimidin-4-yl)-1H-indole-3-yl)carbamate CN1N=CC(=C1)NC1=NC=CC(=N1)N1C=C(C2=CC=CC=C12)NC([O-])=O